C(=O)O.C(C)OC1=NC=CC=C1C1=NC(=C(C=C1)N1[C@@H](CN(CC1)C(=O)O[C@H](C(F)(F)F)C(C)(C)C)CC)C(N[C@H]1CNCC1)=O |o1:27| (2S*)-1,1,1-trifluoro-3,3-dimethylbutane-2-yl (3R)-4-(2'-ethoxy-6-{[(3R)-pyrrolidin-3-yl]carbamoyl}-[2,3'-bipyridin]-5-yl)-3-ethylpiperazine-1-carboxylate formate